C(C(O)CO)OC(CCCCCCCCCCCCCCCCC)=O.COC1=NC(=CC=C1[C@@H]1[C@@H](O[C@@]([C@@H]1C)(C(F)(F)F)C)C(=O)NC1=CC(=NC=C1)C(=O)N)C(F)(F)F (2R,3R,4R,5S)-4-[[3-[2-methoxy-6-(trifluoromethyl)-3-pyridinyl]-4,5-dimethyl-5-(trifluoromethyl)tetrahydrofuran-2-carbonyl]amino]pyridine-2-carboxamide GLYCERYL-STEaRATE